6-(2,8-dimethylimidazo[1,2-b]pyridazin-6-yl)-8-fluoro-2-(piperidin-4-yl)quinazoline dihydrochloride Cl.Cl.CC=1N=C2N(N=C(C=C2C)C=2C=C3C=NC(=NC3=C(C2)F)C2CCNCC2)C1